N-(6-methylspiro[3.3]heptan-2-yl)acetamide CC1CC2(CC(C2)NC(C)=O)C1